C(CCC)C1=CC=C(C=C1)CCCC 1,4-di(n-butyl)benzene